O=C1NC2=CC(=CC=C2C12CCOCC2)C=2C=CC=C(C(=O)O)C2 5-(2-oxo-2',3',5',6'-tetrahydrospiro[indolin-3,4'-pyran]-6-yl)benzoic acid